1-ethyl-3-((S)-1,1,1,5,5,5-hexafluoropentan-2-yl)-1-((S)-2,2,2-trifluoro-1-(5-methoxy-4-(8-methoxy-2-methylimidazo[1,2-a]pyrazin-6-yl)pyridin-2-yl)ethyl)urea C(C)N(C(=O)N[C@H](C(F)(F)F)CCC(F)(F)F)[C@H](C(F)(F)F)C1=NC=C(C(=C1)C=1N=C(C=2N(C1)C=C(N2)C)OC)OC